NC1=C2C(=C3C(=N1)SC=C3)N(C(=N2)CCCC)CC2=CC=C(CNC(OC(C)(C)C)=O)C=C2 tert-butyl (4-((4-amino-2-butyl-1H-imidazo[4,5-d]thieno[2,3-b]pyridin-1-yl)methyl) benzyl)carbamate